ClCC(=O)N(C1=CC(=CC(=C1)C)C)CC1=CC=C(C=C1)Cl 2-chloro-N-[(4-chlorophenyl)methyl]-N-(3,5-dimethylphenyl)acetamide